C1(CCCCC1)NC1=CC=C2C(NC(=NC2=C1)CS[C@@H]1CC[C@H](CC1)CO)=O 7-(Cyclohexylamino)-2-(((trans-4-(hydroxymethyl)cyclohexyl)thio)methyl)quinazolin-4(3H)-one